5-(m-tolyl)-7-oxo-bicyclo[2.2.1]Hept-2-ene C1(=CC(=CC=C1)C1C2C=CC(C1)C2=O)C